SCCCC[Si](OC)(OC)OC 4-Mercaptobutyltrimethoxysilan